1-(6-fluoro-4-phenyl-3,4-dihydroquinoxaline-1(2H)-yl)-2-(pyrrolidin-1-yl)propan-1-one FC=1C=C2N(CCN(C2=CC1)C(C(C)N1CCCC1)=O)C1=CC=CC=C1